1,3,5-tris[(3-pyridinyl)-phenyl]Benzene N1=CC(=CC=C1)C1=C(C=CC=C1)C1=CC(=CC(=C1)C1=C(C=CC=C1)C=1C=NC=CC1)C1=C(C=CC=C1)C=1C=NC=CC1